8-((trimethylsilyl)ethynyl)imidazo[1,5-a]pyridine C[Si](C)(C)C#CC=1C=2N(C=CC1)C=NC2